2-Amino-4-(3-((3S,4R)-3-(dimethylamino)-4-fluoropyrrolidin-1-yl)-5-fluoro-7,9-dihydrofuro[3,4-f]quinazolin-6-yl)-7-fluorothieno[3,2-c]pyridine-3-carbonitrile NC1=C(C=2C(=NC=C(C2S1)F)C=1C2=C(C=3C=NC(=NC3C1F)N1C[C@@H]([C@@H](C1)F)N(C)C)COC2)C#N